ClC=1C=C(C=2CCC(C2C1)O)S(=O)(=O)NC1=C(C(=C(C=C1)F)C=1C=C2C=NC(=NC2=C(C1)OC)NC1CC(CC1)CN(C)CCOC)F 6-chloro-N-(2,4-difluoro-3-(8-methoxy-2-((3-(((2-methoxyethyl)(methyl)amino)methyl)cyclopentyl)amino)quinazolin-6-yl)phenyl)-1-hydroxy-2,3-dihydro-1H-indene-4-sulfonamide